morpholino(5,6,7,8-tetrahydro-4H-pyrazolo[1,5-a][1,4]diazepin-2-yl)methanone O1CCN(CC1)C(=O)C1=NN2C(CNCCC2)=C1